(3S)-5-[(E)-6-aminohex-1-enyl]-N-[6-methyl-2-oxo-1-(2-oxoethyl)-5-phenyl-3-piperidyl]-2-oxo-spiro[1H-pyrrolo[2,3-b]pyridine-3,6'-5,7-dihydrocyclopenta[b]pyridine]-3'-carboxamide NCCCC/C=C/C=1C=C2C(=NC1)NC([C@]21CC=2C(=NC=C(C2)C(=O)NC2C(N(C(C(C2)C2=CC=CC=C2)C)CC=O)=O)C1)=O